C(#N)C=1N(C2=C(C=C(C=C2C1)C)S(=O)(=O)N1[C@@H](CC1)C(=O)NC1=CC(N(C=C1)C)=O)S(=O)(=O)C1=CC=C(C)C=C1 (S)-1-((2-cyano-5-methyl-1-tosyl-1H-indol-7-yl)sulfonyl)-N-(1-methyl-2-oxo-1,2-dihydropyridin-4-yl)azetidine-2-carboxamide